(E)-N-hydroxy-3-(1-((4-methoxyphenylethyl)amino)-2,3-dihydro-1H-inden-5-yl)acrylamide ONC(\C=C\C=1C=C2CCC(C2=CC1)NCCC1=CC=C(C=C1)OC)=O